6-methoxypyridine-3,4-diamine COC1=CC(=C(C=N1)N)N